3(S)-(1(R)-hydroxy-3-phenylpropyl)-4(S)-(4-methoxyphenyl)-1-phenyl-2-azetidinone O[C@H](CCC1=CC=CC=C1)[C@H]1C(N([C@@H]1C1=CC=C(C=C1)OC)C1=CC=CC=C1)=O